ClC1=CC=C(C=C1)C=1N=NC=C2C1C=NC=C2 4-(4-chlorophenyl)pyrido[3,4-d]pyridazin